2-(5-{6-[3-(2-hydroxyphenyl)cinnolin-7-yl]-2,6-diazaspiro[3.3]heptan-2-yl}-1-methylpyrazol-3-yl)-3-methylbutanoic acid OC1=C(C=CC=C1)C=1N=NC2=CC(=CC=C2C1)N1CC2(CN(C2)C2=CC(=NN2C)C(C(=O)O)C(C)C)C1